C(C)OC(=O)C1C2(CCC(C1)CC2)NC2=NC(=NN1C2=CC=C1OC)Cl ((2-chloro-7-methoxypyrrolo[2,1-f][1,2,4]triazin-4-yl)amino)bicyclo[2.2.2]octane-2-carboxylic acid ethyl ester